B(OC=1C=NC=C(C1)C(F)F)[O-] (5-(difluoromethyl) pyridin-3-yl) boronate